ClC1=CC=C(C=C1)CN=C=O 1-chloro-4-(isocyanatomethyl)benzene